ClC=1NC2=CC(=CC=C2C1)C(=O)NC(C(=O)O)\C=C\C(C)(C)C (E)-2-(2-chloro-6-indolylcarbonylamino)-5,5-dimethyl-3-hexenoic acid